C(C)O[Si](CCCNC(=O)N1C(CCCCC1)=O)(OCC)OCC N-[5-(triethoxysilyl)-2-aza-1-oxopentyl]caprolactam